tert-butyl (3R,4R)-4-(((7-((tert-butoxycarbonyl)((8-methylimidazo[1,2-a]pyridin-2-yl)methyl)amino)-3-ethylpyrazolo[1,5-a]pyrimidin-5-yl)amino)methyl)-3-hydroxypiperidine-1-carboxylate C(C)(C)(C)OC(=O)N(C1=CC(=NC=2N1N=CC2CC)NC[C@@H]2[C@H](CN(CC2)C(=O)OC(C)(C)C)O)CC=2N=C1N(C=CC=C1C)C2